2-(Bicyclo[1.1.1]pentan-1-yl)acetic acid C12(CC(C1)C2)CC(=O)O